C(C)(=O)O.N[C@@H](CCCNC(N)=N)C(=O)O arginine acetate salt